C1(CCCC1)NC1=CC(=C(C=N1)C1=C(N=C(S1)C(=O)NCC(C)(C)O)C(=O)N1[C@H](CCC1)C)C(F)(F)F (S)-5-(6-(cyclopentylamino)-4-(trifluoromethyl)pyridin-3-yl)-N-(2-hydroxy-2-methylpropyl)-4-(2-methylpyrrolidine-1-carbonyl)thiazole-2-carboxamide